BrC1=CC=CC=2C=3C(CN(C3C=CC21)C(NCC2=CC=C(C=C2)C)=N)C 6-bromo-1-methyl-N-(4-methylbenzyl)-1,2-dihydro-3H-benzo[e]indole-3-carboximidamide